COC=1C=C(C(=O)O)C=CC1NC(C(F)(F)F)=O 3-methoxy-4-(2,2,2-trifluoroacetamido)benzoic acid